CC1(OB(OC1(C)C)C=1C=NN(C1)C[C@@H](C)O)C (R)-1-(4-(4,4,5,5-tetramethyl-1,3,2-dioxaborolan-2-yl)-1H-pyrazol-1-yl)propan-2-ol